FC1(C(C2=C(C(=C=C=C12)OC=1C=C(C(=O)N)C=C(C1)F)I)=O)F 3-(8,8-difluoro-5-iodo-7-oxobicyclo[4.2.0]oct-1,3,5-triene-2-enyloxy)-5-fluorobenzamide